ethyl (R)-2-(3-(7-((2-((tert-butyldiphenylsilyl)oxy)ethyl)sulfonyl)-2,6,6-trimethyl-1-(2-methylhydrazineyl)-1-oxoheptan-2-yl)phenyl)acetate [Si](C1=CC=CC=C1)(C1=CC=CC=C1)(C(C)(C)C)OCCS(=O)(=O)CC(CCC[C@](C(=O)NNC)(C)C=1C=C(C=CC1)CC(=O)OCC)(C)C